OC1CCN(CC1)CC1=CC(=C2C=CC=NC2=C1O)[N+](=O)[O-] 7-((4-Hydroxypiperidin-1-yl)methyl)-5-nitro-8-hydroxyquinoline